C1(CC1)C=1C(=NSC1)O[C@@H]1C[C@@H](CC1)C1=CC(=NN1)NC1=NC=CC2=C1SC=N2 N-(5-((1R,3S)-3-((4-cyclopropyl-isothiazol-3-yl)oxy)cyclopentyl)-1H-pyrazol-3-yl)thiazolo[5,4-c]pyridin-4-amine